C1(=CC=CC=C1)C1=C(C=CC(=O)NC(=N)N)C=CC=C1 2-Phenylcinnamoylguanidin